(2-bromo-4-((3-(4-(difluoromethoxy)phenyl)imidazo[1,2-a]pyrazin-8-yl)amino)phenyl)methanone hydrochloride Cl.BrC1=C(C=CC(=C1)NC=1C=2N(C=CN1)C(=CN2)C2=CC=C(C=C2)OC(F)F)C=O